Ethyl (S)-3-(4,4'-difluoro-2'-(hex-5-en-1-yl)-5,6'-dimethyl-[1,1'-biphenyl]-3-yl)-3-((R)-2-hydroxypent-4-enamido)propanoate FC1=C(C=C(C=C1C)C1=C(C=C(C=C1C)F)CCCCC=C)[C@H](CC(=O)OCC)NC([C@@H](CC=C)O)=O